1-[(2-bromopyridin-4-yl)methyl]-3-[(1R,2S)-2-phenylcyclopropyl]urea BrC1=NC=CC(=C1)CNC(=O)N[C@H]1[C@@H](C1)C1=CC=CC=C1